O(C1=CC=CC=C1)C1=CC=C(C=C1)S(=O)(=O)N1CCOCC1 4-(4-phenoxyphenyl)sulfonylmorpholin